N-{(1S)-1-cyano-2-[(3S)-2-oxopiperidin-3-yl]ethyl}-N2-(4-phenyl-1H-imidazole-2-carbonyl)-L-leucinamide C(#N)[C@H](C[C@H]1C(NCCC1)=O)NC([C@@H](NC(=O)C=1NC=C(N1)C1=CC=CC=C1)CC(C)C)=O